((6-((4-cyano-2-fluorobenzyl)oxy)-3',6'-dihydro-[2,4'-bipyridin]-1'(2'H)-yl)methyl)-1-(oxetan-2-ylmethyl)-1H-thieno[2,3-d]imidazole-5-carboxylic acid methyl ester COC(=O)C1=CC2=C(N=C(N2CC2OCC2)CN2CCC(=CC2)C2=NC(=CC=C2)OCC2=C(C=C(C=C2)C#N)F)S1